1-[2-(2-bromoethoxy)ethoxy]-2-methoxy-ethane BrCCOCCOCCOC